4-{bis(biphenyl-4-yl)amino}-2''-{(biphenyl-4-yl)-phenylamino}-1,1':4',1''-terphenyl C1(=CC=C(C=C1)N(C1=CC=C(C=C1)C1=CC=C(C=C1)C1=C(C=CC=C1)N(C1=CC=CC=C1)C1=CC=C(C=C1)C1=CC=CC=C1)C1=CC=C(C=C1)C1=CC=CC=C1)C1=CC=CC=C1